C(CCC)C1=CC=CC=C1 (+)-butylbenzene